FC1COCCC1=O 3-Fluorodihydro-2H-pyran-4(3H)-one